(S)-N-(tetrahydrofuran-3-yl)-5,6,7,8-tetrahydro-1,6-naphthyridin-4-amine hydrochloride Cl.O1C[C@H](CC1)NC1=CC=NC=2CCNCC12